ClC=1C=C(CC2CC(=NO2)CNC(=O)C2=C(N=C(S2)C)C)C=CC1 5-(3-chlorobenzyl)-3-((2,4-dimethylthiazole-5-carboxamido)methyl)-4,5-dihydroisoxazole